CN1N=CC(=C1)CCOC1=NC(=CC(=N1)N1N=C(C=C1[C@@H](C)O)C=1C=C(C=CC1)C)N1CCOCC1 (R)-1-(1-(2-(2-(1-methyl-1H-pyrazol-4-yl)ethoxy)-6-morpholinopyrimidin-4-yl)-3-(m-tolyl)-1H-pyrazol-5-yl)ethan-1-ol